C(C1=CC=CC=C1)O[C@@H]1[C@H](N(C[C@@H]([C@H]1OCC1=CC=CC=C1)OCC1=CC=CC=C1)CCC=1SC=CC1)COCC1=CC=CC=C1 (2r,3r,4r,5s)-3,4,5-tris(benzyloxy)-2-((benzyloxy)methyl)-1-(2-(thiophen-2-yl)ethyl)piperidine